methyl ((2-(3,7-dimethylocta-2,6-dien-1-yl)-3-hydroxy-5-pentylphenoxy)methyl)(methyl)carbamate CC(=CCC1=C(OCN(C(OC)=O)C)C=C(C=C1O)CCCCC)CCC=C(C)C